N1=CC(=CC2=C1NC1=CC=CC=C21)CN (9H-pyrido[2,3-b]indol-3-yl)methanamine